NC(C)(C)C=1C=CC(=NC1)C1CC(C1)C1=NN2C(=NC=3C(=CC=CC3C2=N1)OC)NCC1=C(C=C(C=C1)OC)OC 2-((1s,3s)-3-(5-(2-aminopropan-2-yl)pyridin-2-yl)cyclobutyl)-N-(2,4-dimethoxybenzyl)-7-methoxy-[1,2,4]triazolo[1,5-c]quinazolin-5-amine